C(C1=CC=CC=C1)N(CC(C(OCCOCCOCCOCCOCCNC(OC(C)(C)C)=O)(C)C)F)CC1=CC=CC=C1 1-Tert-butyl N-[2-[2-[2-[2-[2-[3-(dibenzylamino)-2-fluoro-1,1-dimethyl-propoxy]ethoxy]ethoxy]ethoxy]ethoxy]ethyl]carbamate